FC(C1=C(C(=C(C(=O)NC=2OC(=NN2)C)C=C1)C)S(=O)CC)F 4-difluoromethyl-3-ethylsulfinyl-2-methyl-N-(5-methyl-1,3,4-oxadiazol-2-yl)benzamide